O1COC=2C1=CC=1C=CN=CC1C2 Dioxolano[4,5-g]Isoquinoline